C(#N)C1=CC(=C(C=C1)C1=CC(=NC(=C1)C1CC1)N1CC2=CC=C(C=C2C1=O)CN(CC(=O)N(C)C)CC1COC1)C1=NN=CN1C 2-{[(2-{4-[4-Cyano-2-(4-methyl-1,2,4-triazol-3-yl)phenyl]-6-cyclopropylpyridin-2-yl}-3-oxo-1H-isoindol-5-yl)methyl](oxetan-3-ylmethyl)amino}-N,N-dimethylacetamide